CCCCCCCCCCCCC(=O)OC[C@H](COP(=O)([O-])OCC[N+](C)(C)C)OC(=O)CCCCCCC/C=C\CCCCCC 1-tridecanoyl-2-(9Z-hexadecenoyl)-glycero-3-phosphocholine